C(C1=CC=CC=C1)OC(N[C@H](C(=O)NC(C[C@H]1C(NCC1)=O)C(C(=O)N)=O)CC1CC1)=O ((2S)-1-((4-amino-3,4-dioxo-1-((S)-2-oxopyrrolidin-3-yl)butan-2-yl)amino)-3-cyclopropyl-1-oxopropan-2-yl)carbamic acid benzyl ester